FC(OCC=1C(=NON1)C(=O)N(C(OC(C)(C)C)=O)C1=CC=CC=C1)F tert-butyl (4-((difluoromethoxy)methyl)-1,2,5-oxadiazole-3-carbonyl)(phenyl)carbamate